(E)-mesityl(1-methyl-3-(p-tolyldiazenyl)-1H-indol-2-yl)methanone C1(=C(C(=CC(=C1)C)C)C(=O)C=1N(C2=CC=CC=C2C1\N=N\C1=CC=C(C=C1)C)C)C